4-{2-[(2R)-2-(2-methylphenyl)-4-(oxan-4-ylmethyl)piperazin-1-yl]-7-azaspiro[3.5]nonan-7-yl}-N-[3-nitro-4-({[(1r,4r)-4-hydroxy-4-methylcyclohexyl]methyl}amino)benzenesulfonyl]benzamide CC1=C(C=CC=C1)[C@H]1N(CCN(C1)CC1CCOCC1)C1CC2(C1)CCN(CC2)C2=CC=C(C(=O)NS(=O)(=O)C1=CC(=C(C=C1)NCC1CCC(CC1)(C)O)[N+](=O)[O-])C=C2